7-chloro-4-(methylamino)-1-(pyridazin-3-yl)-quinazolin-2(1H)-one ClC1=CC=C2C(=NC(N(C2=C1)C=1N=NC=CC1)=O)NC